ClC=1C(=NC=C(C1)B1OC(C(O1)(C)C)(C)C)OCC 3-chloro-2-ethoxy-5-(4,4,5,5-tetramethyl-1,3,2-dioxaborolan-2-yl)pyridine